(S)-2-(N-[4-Amino-5-(pyridin-4-carbonyl)thiazol-2-yl]-4-chloroanilino)propanamid NC=1N=C(SC1C(=O)C1=CC=NC=C1)N(C1=CC=C(C=C1)Cl)[C@H](C(=O)N)C